5'-(2-(4,6-diphenyl-1,3,5-triazin-2-yl)phenyl)spiro[cyclohexane-1,9'-fluorene]-2'-carbonitrile C1(=CC=CC=C1)C1=NC(=NC(=N1)C1=CC=CC=C1)C1=C(C=CC=C1)C1=C2C=3C=CC(=CC3C3(C2=CC=C1)CCCCC3)C#N